2-(2-ethoxypyridin-3-yl)-1'-[6-methoxy-2-(trifluoromethyl)pyridin-3-yl]-7-[(3S)-pyrrolidin-3-yl]spiro[8H-1,7-naphthyridine-5,4'-piperidine]-6-one formate salt C(=O)O.C(C)OC1=NC=CC=C1C1=NC=2CN(C(C3(CCN(CC3)C=3C(=NC(=CC3)OC)C(F)(F)F)C2C=C1)=O)[C@@H]1CNCC1